C(C)(C)C1CC2(CCC(O2)OCCO)CCC1 2-((7-isopropyl-1-oxaspiro[4.5]decan-2-yl)oxy)ethan-1-ol